1,3,5-Tri(m-pyridin-3-ylphenyl)benzene N1=CC(=CC=C1)C=1C=C(C=CC1)C1=CC(=CC(=C1)C1=CC(=CC=C1)C=1C=NC=CC1)C1=CC(=CC=C1)C=1C=NC=CC1